5-[2-(cyclohexylmethylamino)-4-methyl-thiazol-5-yl]-N-(1-isopropyl-4-piperidyl)-2-methoxybenzenesulfonamide C1(CCCCC1)CNC=1SC(=C(N1)C)C=1C=CC(=C(C1)S(=O)(=O)NC1CCN(CC1)C(C)C)OC